2-(7-Bromo-5-isopropoxybenzo[b]thiophen-2-yl)-4-methylthiazole-5-carboxylic acid BrC1=CC(=CC2=C1SC(=C2)C=2SC(=C(N2)C)C(=O)O)OC(C)C